4-bromo-2-fluoro-N,N-dimethylbenzamide CN(C)C(=O)C1=C(C=C(C=C1)Br)F